2-methoxy-5-(methyl-(2-methylquinazolin-4-yl)amino)phenol COC1=C(C=C(C=C1)N(C1=NC(=NC2=CC=CC=C12)C)C)O